1-[4-chloro-2-fluoro-5-(trifluoromethyl)phenyl]-3-[(1S)-1-(2-pyrimidin-2-yl-1,2,4-triazol-3-yl)ethyl]urea ClC1=CC(=C(C=C1C(F)(F)F)NC(=O)N[C@@H](C)C=1N(N=CN1)C1=NC=CC=N1)F